4-(3-(4-fluorophenyl)-1-((trans)-3-fluorotetrahydro-2H-pyran-4-yl)-1H-pyrazol-4-yl)-6-phenylfuro[2,3-d]pyrimidine FC1=CC=C(C=C1)C1=NN(C=C1C=1C2=C(N=CN1)OC(=C2)C2=CC=CC=C2)[C@H]2[C@@H](COCC2)F